CN1CC2=C(CC1)N=C(S2)NC(C2=CC(=CC=C2)CNC2=NC=C(C1=C2CCO1)C1=CC=NC=C1)=O N-(5-methyl-4,5,6,7-tetrahydrothiazolo[5,4-c]pyridin-2-yl)-3-(((7-(pyridin-4-yl)-2,3-dihydrofuro[3,2-c]pyridin-4-yl)amino)methyl)benzamide